CC(C)(C)OOC(=O)C1=CC=CC=C1 t-butyl peroxy Benzoate